methyl 4-chloro-5-methyl-3-(((1-methylpiperidin-4-yl)methyl)amino)thiophene-2-carboxylate ClC=1C(=C(SC1C)C(=O)OC)NCC1CCN(CC1)C